Tert-Butyl ((1s,3s)-3-((3-((1,3-dioxoisoindol-2-yl)methyl)-5-fluoropyridin-2-yl)oxy) cyclobutanyl)carbamate O=C1N(C(C2=CC=CC=C12)=O)CC=1C(=NC=C(C1)F)OC1CC(C1)NC(OC(C)(C)C)=O